tert-butyl 4-((3R,4S)-1-(4-(2,6-dioxopiperidin-3-yl)-3,5-difluorophenyl)-3-fluoropiperidin-4-yl)piperazine-1-carboxylate O=C1NC(CCC1C1=C(C=C(C=C1F)N1C[C@H]([C@H](CC1)N1CCN(CC1)C(=O)OC(C)(C)C)F)F)=O